O1C(OCC1)C=1C=CC(=NC1C=1C(=NN(C1)CCOC)C)N1C=NC2=C1C=CC(=C2)NC=2N=NC(=CC2)C 1-[5-(1,3-dioxolan-2-yl)-6-[1-(2-methoxyethyl)-3-methyl-pyrazol-4-yl]-2-pyridyl]-N-(6-methylpyridazin-3-yl)benzimidazol-5-amine